N-(4-(7-(1H-imidazol-4-yl)-3-isopropyl-4-oxo-3,4-dihydroimidazo[2,1-f][1,2,4]triazin-2-yl)phenethyl)acetamide N1C=NC(=C1)C1=CN=C2C(N(C(=NN21)C2=CC=C(CCNC(C)=O)C=C2)C(C)C)=O